4-ethyl-3-{2-[(6-methoxy-2-methyl-1,2,3,4-tetrahydroisoquinolin-7-yl)amino]quinazolin-7-yl}-1,3-oxazolidin-2-one C(C)C1N(C(OC1)=O)C1=CC=C2C=NC(=NC2=C1)NC1=C(C=C2CCN(CC2=C1)C)OC